NC=1C2=C(N=CN1)N(C(=C2C=2C=CC(=NC2)C(=O)N(C)C)C2=CC=C(C=C2)NC(C(=C)C)=O)C 5-(4-amino-6-(4-methacrylamido-phenyl)-7-methyl-7H-pyrrolo[2,3-d]pyrimidin-5-yl)-N,N-dimethylpicolinamide